2-(trans-3-((tert-butyldimethylsilyl)oxy)-3-methylcyclobutyl)-1,3,4-thiadiazole [Si](C)(C)(C(C)(C)C)OC1(CC(C1)C=1SC=NN1)C